N-((7R)-2-cyano-2-azabicyclo[2.2.1]heptan-7-yl)-5-(2-((4-fluorophenyl)amino)phenyl)-1H-pyrazole-3-carboxamide C(#N)N1C2CCC(C1)[C@H]2NC(=O)C2=NNC(=C2)C2=C(C=CC=C2)NC2=CC=C(C=C2)F